dihydro-2''H-dispiro[cyclopropane-1,1'-cyclohexane-4',3''-imidazo[1,5-a]pyridine]-2-carboxylate C1NC2(N3C1=CC=CC3)CCC3(CC2)C(C3)C(=O)[O-]